Cl.NCC1=CC=C(C=N1)C1=CC=C(C(=N1)OC)NC(=O)C=1C(=NOC1C)C1=CC=CC=C1 [6-[6-(aminomethyl)-3-pyridinyl]-2-methoxy-3-pyridinyl]-5-methyl-3-phenyl-isoxazole-4-carboxamide hydrochloride